4-(dimethylamino)-1,1-dimethoxy-but-3-en-2-one CN(C=CC(C(OC)OC)=O)C